tert-butyl 4-(4-bromo-2,3-difluorophenyl)piperidine-1-carboxylate BrC1=C(C(=C(C=C1)C1CCN(CC1)C(=O)OC(C)(C)C)F)F